1-(4-(2,4-difluorophenoxy)-3-(6-methyl-7-oxo-1-tosyl-6,7-dihydro-1H-pyrrolo[2,3-C]pyridin-4-yl)benzyl)pyrrolidine-2,5-dione FC1=C(OC2=C(C=C(CN3C(CCC3=O)=O)C=C2)C=2C3=C(C(N(C2)C)=O)N(C=C3)S(=O)(=O)C3=CC=C(C)C=C3)C=CC(=C1)F